BrC=1C(=C(C=C(C1)Br)NC(=O)NC1=CC(=CC=C1)SC)CO 1-(3,5-dibromo-2-hydroxymethylphenyl)-3-(3-methylsulphanylphenyl)urea